ethyl 4-{[3-(4-{[(3R,4S)-1-ethyl-3-fluoropiperidin-4-yl] amino}-1-(2,2,2-trifluoroethyl)-1H-indol-2-yl)prop-2-yn-1-yl] amino}-3-methoxybenzoate C(C)N1C[C@H]([C@H](CC1)NC1=C2C=C(N(C2=CC=C1)CC(F)(F)F)C#CCNC1=C(C=C(C(=O)OCC)C=C1)OC)F